(2R,3R)-2-(2,4-difluorophenyl)-3-((2-(pyridin-2-yl)ethyl)disulfanyl)-1-(1H-1,2,4-triazol-1-yl)butan-2-ol FC1=C(C=CC(=C1)F)[C@@](CN1N=CN=C1)([C@@H](C)SSCCC1=NC=CC=C1)O